tert-Butyl 2-(3-(2,5-Dimethyl-1H-pyrrol-1-yl)-5-(methoxy(methyl)carbamoyl)-1H-pyrazol-1-yl)ethylcarbamate CC=1N(C(=CC1)C)C1=NN(C(=C1)C(N(C)OC)=O)CCNC(OC(C)(C)C)=O